NC1=NC=C(C=N1)C=1C=C(C=2N(C1)N=C(N2)C(=O)N)N2CCOCC2 6-(2-aminopyrimidin-5-yl)-8-morpholino-[1,2,4]triazolo[1,5-a]pyridine-2-carboxamide